tert-butyl ((1r,4r)-4-((5-(((4,6-dimethyl-2-oxo-1,2-dihydropyridin-3-yl)methyl)carbamoyl)-4-methyl-4'-(morpholinomethyl)-[1,1'-biphenyl]-3-yl)(ethyl)amino)cyclohexyl)carbamate CC1=C(C(NC(=C1)C)=O)CNC(=O)C=1C(=C(C=C(C1)C1=CC=C(C=C1)CN1CCOCC1)N(C1CCC(CC1)NC(OC(C)(C)C)=O)CC)C